COC=1C=C(C=CC1)S(=O)(=O)OC=1C=C(C=CC1)NC(NC1=CC(=CC=C1)OS(=O)(=O)C1=CC(=CC=C1)OC)=O bis-[3-(m-methoxyphenylsulphonyloxy)phenyl]urea